BrC1=C(CNS(=O)(=O)C2=CC=C(C=C2)NC(\C=C\C2=CC=NC=C2)=O)C=CC=C1 (E)-N-(4-(N-(2-bromobenzyl)sulfamoyl)phenyl)-3-(pyridin-4-yl)acrylamide